FC(S(=O)(=O)N1CCC(CC1)NC(CC=1N=CC2=CC=C(C=C2C1)C1=NC(=CC=C1)N1C[C@@H](O[C@@H](C1)C)C)=O)F N-(1-((difluoromethyl)sulfonyl)piperidin-4-yl)-2-(6-(6-((cis)-2,6-dimethylmorpholino)pyridin-2-yl)isoquinolin-3-yl)acetamide